8-(9H-carbazol-9-yl)naphthalen-1-amine C1=CC=CC=2C3=CC=CC=C3N(C12)C=1C=CC=C2C=CC=C(C12)N